CC1=CC=CC(=N1)C(=O)O 6-Methyl-pyridine-2-carboxylic acid